BrC1=NN(C(=C1)C(=O)N(C)C1=C(C=C(C=C1C(N(CCC)C)=O)Cl)C)C1=NC=CC=C1Cl 3-bromo-1-(3-chloropyridin-2-yl)-N-(2-methyl-4-chloro-6-(methyl-N-propylcarbamoyl)phenyl)-N-methyl-1H-pyrazole-5-carboxamide